C(C)S(=O)(=O)NC1=C(C=C(C=C1)C1=NNC(=C1C(=O)N)NC1=NC=CN=C1)OCC1=CC(=CC=C1)C(F)(F)F 3-(4-(ethylsulfonamido)-3-((3-(trifluoromethyl)benzyl)oxy)phenyl)-5-(pyrazin-2-ylamino)-1H-pyrazole-4-carboxamide